FC=1C=C(C=C(C1)F)C1=NOC(C1)C(C)OS(=O)(=O)C(F)(F)F 3-(3,5-Difluorophenyl)-5-[1-(trifluoromethylsulfonyloxy)ethyl]-4H-isoxazol